2-(2-dicyclohexylphosphinophenyl)-N,N-dimethyl-aniline C1(CCCCC1)P(C1=C(C=CC=C1)C1=C(N(C)C)C=CC=C1)C1CCCCC1